1-(7-bromo-[1,3]dioxolo[4',5':3,4]benzo[1,2-d]thiazol-5-yl)-2,2-dimethylpropan-1-ol BrC=1SC=2C(N1)=C(C=C1C2OCO1)C(C(C)(C)C)O